6-(tert-butyl)-4-isopropyl-1,3,5-triazin-2(1H)-one C(C)(C)(C)C1=NC(=NC(N1)=O)C(C)C